2-(2-(benzyloxy)-4,6-bis(tosyloxy)benzoyl)isoindoline-5-carboxylic acid methyl ester COC(=O)C=1C=C2CN(CC2=CC1)C(C1=C(C=C(C=C1OS(=O)(=O)C1=CC=C(C)C=C1)OS(=O)(=O)C1=CC=C(C)C=C1)OCC1=CC=CC=C1)=O